C1(=CC=CC=C1)[B-](C1=CC=CC=C1)(C1=CC=CC=C1)C1=CC=CC=C1.N12CCCN=C2NCCC1 1,5,7-triaza-bicyclo[4.4.0]dec-5-ene tetraphenylborate